2,4,6-tris(propan-2-yl)benzene-1-sulfonyl azide CC(C)C1=C(C(=CC(=C1)C(C)C)C(C)C)S(=O)(=O)N=[N+]=[N-]